C[C@H]1[C@@H](O1)C2=CC=CC=C2 (1S,2S)-(-)-1-phenylpropylene oxide